Tert-butyl (7-methyl-1H-pyrrolo[3,2-b]pyridin-3-yl)carbamate CC1=C2C(=NC=C1)C(=CN2)NC(OC(C)(C)C)=O